OC(CCCCCCC)C1=C2N=CN(C2=NC=N1)CC1=CC=CC=C1 6-(alpha-hydroxyoctyl)-9-benzylpurine